C(C)NC(C(=C)C)=O N-Ethyl-methacrylamide